4-pyridinecarboamide N1=CC=C(C=C1)C(=O)N